tert-butyl N-({4-[1-(oxetan-3-yl)-1H-pyrazol-4-yl]phenyl}methyl)carbamate O1CC(C1)N1N=CC(=C1)C1=CC=C(C=C1)CNC(OC(C)(C)C)=O